1,7-dichloroindole ClN1C=CC2=CC=CC(=C12)Cl